tert-butyl-((3-((4-methoxybenzyl)thio)naphthalen-1-yl)oxy)dimethylsilane C(C)(C)(C)[Si](C)(C)OC1=CC(=CC2=CC=CC=C12)SCC1=CC=C(C=C1)OC